P(=O)(OC(C)(C)C)(OCCCCCCCCCCCCCCCCCC)[O-] tert-butyl octadecyl phosphate